2-(8-azabicyclo[3.2.1]octan-8-yl)-N-(8-methoxy-4-methyl-2-oxo-1H-quinolin-6-yl)-5,7-dihydrofuro[3,4-b]pyridine-3-carboxamide C12CCCC(CC1)N2C2=C(C=C1C(=N2)COC1)C(=O)NC=1C=C2C(=CC(NC2=C(C1)OC)=O)C